5-bromo-1-((2-(trimethylsilyl)ethoxy)methyl)-1H-pyrrolo[2,3-b]pyridine-3-carboxylic acid BrC=1C=C2C(=NC1)N(C=C2C(=O)O)COCC[Si](C)(C)C